S1C(=NC2=C1C=CC=C2)B(O)O benzo[d]thiazol-2-yl-boronic acid